NC1=C(C=CC=C1)SSC1=C(C=CC=C1)N 2-aminophenyldisulfide